FC1=C(C=C(C=C1)N(C(=O)C1=CC2=C(N=CN2)C(=C1)C)COC)OC N-(4-fluoro-3-methoxy-phenyl)-N-(methoxymethyl)-7-methyl-3H-benzimidazole-5-carboxamide